(S)-5-methyl-1-(5-((3-methylpiperazin-1-yl)methyl)pyrazolo[1,5-a]pyridin-3-yl)pyrimidine-2,4(1H,3H)-dione CC=1C(NC(N(C1)C=1C=NN2C1C=C(C=C2)CN2C[C@@H](NCC2)C)=O)=O